(1S,2R,4aS,6aS,6bR,8aR,16aR,16bR,18bS)-15-amino-1,2,6a,6b,9,9,16a-heptamethyl-1,2,3,4,4a,5,6,6a,6b,7,8,8a,9,16,16a,16b,17,18b-octadecahydrochryseno[1,2-b]acridine-4a-carboxylic acid NC=1C2=CC=CC=C2N=C2C([C@H]3[C@](CC12)([C@H]1CC=C2[C@@H]4[C@H]([C@@H](CC[C@@]4(CC[C@]2([C@@]1(CC3)C)C)C(=O)O)C)C)C)(C)C